C(C1=CC=CC=C1)OC1=C(C=CC=C1)NC(=O)C1=NN(C2=C1C(N(C=C2C)C)=O)C N-(2-(benzyloxy)phenyl)-1,5,7-trimethyl-4-oxo-4,5-dihydro-1H-pyrazolo[4,3-c]pyridine-3-carboxamide